(isobutyl-cyclopentadienyl)tris(diethylamino)zirconium C(C(C)C)C1(C=CC=C1)[Zr](N(CC)CC)(N(CC)CC)N(CC)CC